7-nitroquinazolin-4(1H)-one [N+](=O)([O-])C1=CC=C2C(N=CNC2=C1)=O